2-methoxy-5-(1-oxa-3-azaspiro[4.5]dec-2-en-2-yl)benzoic acid methyl ester COC(C1=C(C=CC(=C1)C=1OC2(CN1)CCCCC2)OC)=O